(R)-2-((2-(6-((1R,4R)-2-oxa-5-azabicyclo[2.2.1]heptan-5-yl)-1H-pyrazolo[3,4-b]pyridin-1-yl)-5-aminopyridin-4-yl)amino)propanenitrile [C@H]12OC[C@H](N(C1)C1=CC=C3C(=N1)N(N=C3)C3=NC=C(C(=C3)N[C@@H](C#N)C)N)C2